ClC1=CC=C(C=C1)C(NC(CN1C(NC2=CC=CC=C2C1=O)=O)=O)C=1SC=CC1 N-((4-chlorophenyl)(thiophen-2-yl)methyl)-2-(2,4-dioxo-1,4-dihydroquinazolin-3(2H)-yl)acetamide